3-(5-chloro-[1,2,4]triazolo[1,5-a]pyridin-2-yl)-5-fluoro-2-methylaniline ClC1=CC=CC=2N1N=C(N2)C=2C(=C(N)C=C(C2)F)C